FC=1C=C2CCNC(C2=C(C1)F)C 6,8-difluoro-1-methyl-1,2,3,4-tetrahydroisoquinoline